7-Hydroxy-7-(4-((1-methylpiperidine-4-carbonyl)oxy)butyl)tridecane-1,13-diyldioleate OC(CCCCCCCCCCCCCC\C=C/CCCCCCCC(=O)[O-])(CCCCCCCCCCCCCC\C=C/CCCCCCCC(=O)[O-])CCCCOC(=O)C1CCN(CC1)C